ON(CC1=CC=CC=C1)C(C1=C(C=CC=C1Cl)Cl)P(C1=CC=CC=C1)(C1=CC=CC=C1)=O (((hydroxy)benzylamino)(2,6-dichlorophenyl)methyl)diphenylphosphine oxide